3-((3-(N-cyclobutylsulfamoyl)-7-(2,4-dimethoxypyrimidin-5-yl)-5-fluoroquinolin-4-yl)amino)-5-(3,5-difluorophenoxy)benzoic acid C1(CCC1)NS(=O)(=O)C=1C=NC2=CC(=CC(=C2C1NC=1C=C(C(=O)O)C=C(C1)OC1=CC(=CC(=C1)F)F)F)C=1C(=NC(=NC1)OC)OC